naphthalene-7-acetate C1=CC=CC2=CC=C(C=C12)CC(=O)[O-]